N-{2-[(2R)-1-methylpyrrolidin-2-yl]-1-{[2-(trimethylsilyl)ethoxy]methyl}pyrrolo[3,2-b]pyridin-6-yl}-1,1-diphenylmethanimine CN1[C@H](CCC1)C1=CC2=NC=C(C=C2N1COCC[Si](C)(C)C)N=C(C1=CC=CC=C1)C1=CC=CC=C1